Trans-4-(((S)-1-(2-((S)-1-(2,2-difluorobenzo[d][1,3]dioxol-5-yl)ethoxy)pyridin-4-yl)-3-(trifluoromethyl)-4,5,6,7-tetrahydro-1H-indazol-7-yl)oxy)cyclohexane-1-carboxylic acid FC1(OC2=C(O1)C=CC(=C2)[C@H](C)OC2=NC=CC(=C2)N2N=C(C=1CCC[C@@H](C21)O[C@@H]2CC[C@H](CC2)C(=O)O)C(F)(F)F)F